2,6-dichloro-5-methoxynicotinonitrile ClC1=C(C#N)C=C(C(=N1)Cl)OC